IC1=NN(C(=N1)C1C2CC(CC12)O)C(C)C 6-(3-Iodo-1-isopropyl-1H-1,2,4-triazol-5-yl)bicyclo[3.1.0]hexan-3-ol